CN(C1CCN(CC1)C1=C(C=C(C=C1)C1(N=C(C2=C(N1)SC(=C2C)C)NC2(CC2)C)N)OC)C 2-(4-(4-(dimethylamino)piperidin-1-yl)-3-methoxyphenyl)-5,6-dimethyl-N4-(1-methylcyclopropyl)thieno[2,3-d]pyrimidine-2,4-diamine